4-methyl-3-n-heptyl-1,2,4-triazoline-5-thione CN1C(N=NC1=S)CCCCCCC